COC1=CC=CC=C1OC(=O)C2=CC=CC=C2 guaiacyl benzoate